OCCN(CCS(=O)(=O)O)CCO N,N-bis(2-hydroxyethyl)-2-aminoethyl-sulfonic acid